(R)-3-(1-Acryloylpyrrolidin-3-yl)-7-amino-1-(4-(2-fluorophenoxy)phenyl)-1,5-dihydro-4H-pyrazolo[3,4-d]pyridazin-4-on C(C=C)(=O)N1C[C@@H](CC1)C1=NN(C=2C(=NNC(C21)=O)N)C2=CC=C(C=C2)OC2=C(C=CC=C2)F